tert-butyl 6,11-dioxo-1,2,4,5,6,11-hexahydro-3H-naphtho[2,3-d]azepine-3-carboxylate O=C1C2=CC=CC=C2C(C=2CCN(CCC21)C(=O)OC(C)(C)C)=O